FC1(CN(CC1)C1=NC=CC(=C1NC(=O)N1CC2=CC=CC=C2C1)C1=CC=NN1)F N-(2-(3,3-difluoropyrrolidin-1-yl)-4-(1H-pyrazol-5-yl)pyridin-3-yl)-isoindoline-2-carboxamide